1-((4-bromo-2-chlorophenyl)imino)hexahydro-1λ6-thiopyran-1-oxide BrC1=CC(=C(C=C1)N=S1(CCCCC1)=O)Cl